CN N-Methylamin